CC1(N(CCC2=CC(=CC=C12)NC=1N=CC=2C(N(CSC2N1)C1=C(C=C(C=C1Cl)Cl)Cl)=O)C(=O)OC(C)(C)C)C tert-butyl 1,1-dimethyl-6-((4-oxo-3-(2,4,6-trichlorophenyl)-3,4-dihydro-2H-pyrimido[5,4-e][1,3]thiazin-7-yl)amino)-3,4-dihydroisoquinoline-2(1H)-carboxylate